1,3-bis({[1-(4-chloro-3-fluorophenyl)-1H-1,2,4-triazol-5-yl]methyl})-1-methylurea ClC1=C(C=C(C=C1)N1N=CN=C1CN(C(=O)NCC1=NC=NN1C1=CC(=C(C=C1)Cl)F)C)F